C(C)(C)(C)OC(N[C@@H](C)C=1N(N=C(N1)C1CC1)C1=NC=NC(=C1)C(N)=O)=O.[C@]1([C@H](O)[C@H](O)[C@@H](CO)O1)(N1C=NC=2C(=O)NC(N)=NC12)CC(C(=O)N)=C guanosinemethacrylamide tert-Butyl-N-[(1S)-1-[2-(6-carbamoylpyrimidin-4-yl)-5-cyclopropyl-1,2,4-triazol-3-yl]ethyl]carbamate